(E)-1,3-dimethoxy-5-(4-methoxystyryl)benzene COC1=CC(=CC(=C1)\C=C\C1=CC=C(C=C1)OC)OC